FC1=CC(=C(CN2C[C@@H](N(C[C@H]2C)C2=CC(N(C=3C=CC(=NC23)C#N)C)=O)C)C=C1)OC(C)C 8-((2S,5R)-4-(4-fluoro-2-isopropoxybenzyl)-2,5-dimethylpiperazin-1-yl)-5-methyl-6-oxo-5,6-dihydro-1,5-naphthyridine-2-carbonitrile